4'-((diphenylphosphino)carbonyl)-[1,1'-biphenyl]-2-carbonitrile C1(=CC=CC=C1)P(C(=O)C1=CC=C(C=C1)C=1C(=CC=CC1)C#N)C1=CC=CC=C1